N-(6-(difluoromethyl)pyridin-3-yl)-4-methoxy-6-(1-methyl-1H-imidazol-5-yl)picolinamide FC(C1=CC=C(C=N1)NC(C1=NC(=CC(=C1)OC)C1=CN=CN1C)=O)F